(R)-4-(2-(4-(2-(2,4-dimethyl-3-oxopiperazin-1-yl)ethoxy)phenyl)quinolin-6-yl)-6-ethyl-1-tosyl-1H-pyrrolo[2,3-c]pyridin-7(6H)-one C[C@H]1N(CCN(C1=O)C)CCOC1=CC=C(C=C1)C1=NC2=CC=C(C=C2C=C1)C=1C2=C(C(N(C1)CC)=O)N(C=C2)S(=O)(=O)C2=CC=C(C)C=C2